BrC=1C=C(C2=C(N=CO2)C1)F 5-bromo-7-fluoro-benzo[d]oxazole